3,5-di-tert-butyl-4-hydroxyphenyl-octadecyl propionate C(CC)(=O)OCCCCCCCCCCCCCCCCCCC1=CC(=C(C(=C1)C(C)(C)C)O)C(C)(C)C